(2S,4R)-N-(1-amino-2-hydroxy-4-methyl-1-oxopent-3-yl)-4-phenylpyrrolidine-2-carboxamide hydrochloride Cl.NC(C(C(C(C)C)NC(=O)[C@H]1NC[C@H](C1)C1=CC=CC=C1)O)=O